C1(=CC(=CC=C1)C[C@@H]1N(CC[C@@H]1NS(=O)(=O)C)C([C@H](CC)C)=O)C1=CC=CC=C1 N-(cis-2-(biphenyl-3-ylmethyl)-1-((2S)-2-methylbutanoyl)pyrrolidin-3-yl)methanesulfonamide